C(C1=CC=CC=C1)OC1(COC1)C(=O)O 3-(benzyloxy)oxetane-3-carboxylic acid